OC=1C=CC=2C3(C4=CC=C(C=C4OC2C1)O)OC(C1=CC(=CC=C13)C(=O)NCCOCCN(C)O)=O 3',6'-Dihydroxy-N-(2-(2-(hydroxy(methyl)amino)ethoxy)ethyl)-3-oxo-3H-spiro[isobenzofuran-1,9'-xanthene]-5-carboxamide